FC1=C(C=C2C=C(N=CC2=C1)NC(=O)C1CC1)N1CCN(CC1)C1(COCC1O)C Rac-N-(7-fluoro-6-(4-(4-hydroxy-3-methyltetrahydrofuran-3-yl)piperazin-1-yl)isoquinolin-3-yl)cyclopropanecarboxamide